2-((2-ethyl-4-((1S,4S)-5-methyl-2,5-diazabicyclo[2.2.1]heptan-2-yl)phenyl)amino)-4-((3-(2-oxo-1,3-oxazinan-3-yl)propyl)amino)pyrimidine-5-carbonitrile C(C)C1=C(C=CC(=C1)N1[C@@H]2CN([C@H](C1)C2)C)NC2=NC=C(C(=N2)NCCCN2C(OCCC2)=O)C#N